3-(3,4-difluorophenyl)-4-(5-(3,5-dimethylisoxazol-4-yl)-1-((R)-1-methylpyrrolidin-3-yl)-1H-benzo[d]imidazol-2-yl)-1,3-oxazinan-2-one FC=1C=C(C=CC1F)N1C(OCCC1C1=NC2=C(N1[C@H]1CN(CC1)C)C=CC(=C2)C=2C(=NOC2C)C)=O